5-(3-benzyl-1-((1-methyl-1H-pyrazol-4-yl)sulfonyl)pyrrolidin-3-yl)-1-(4-fluorophenyl)-6-methyl-1H-benzo[d][1,2,3]triazole C(C1=CC=CC=C1)C1(CN(CC1)S(=O)(=O)C=1C=NN(C1)C)C1=CC2=C(N(N=N2)C2=CC=C(C=C2)F)C=C1C